NC(CC(C)(O)C)(COC=1C=CC(=NC1C(F)F)C1=CC(=NC=C1)C(F)F)C 4-amino-5-((2',6-bis(difluoromethyl)-[2,4'-bipyridyl]-5-yl)oxy)-2,4-dimethylpentan-2-ol